Cl.NC1=C(C=C(C=C1)NC(=N)N)[N+](=O)[O-] (4-amino-3-nitrophenyl)guanidine hydrochloride